CC=1C(=NC=CC1)NC1=NC(=NS1)C1=CC=C(C=N1)NC(C)=O N-[6-[5-[(3-methyl-2-pyridyl)amino]-1,2,4-thiadiazol-3-yl]-3-pyridyl]acetamide